(3S)-6-Ethyl-3-methyl-2,3,4,5-tetrahydropyridine C(C)C=1CC[C@@H](CN1)C